1-[[5-[2,6-dichloro-4-[6-(difluoromethyl)-3,5-dioxo-1,2,4-triazin-2-yl]phenoxy]-2-methoxy-phenyl]sulfonyl-amino]-N-methyl-cyclopropanecarboxamide ClC1=C(OC=2C=CC(=C(C2)S(=O)(=O)NC2(CC2)C(=O)NC)OC)C(=CC(=C1)N1N=C(C(NC1=O)=O)C(F)F)Cl